2-(3-(4-(4-fluorophenyl)piperazin-1-yl)-3-oxopropyl)quinazolin-4(3H)-one FC1=CC=C(C=C1)N1CCN(CC1)C(CCC1=NC2=CC=CC=C2C(N1)=O)=O